(2S,4R)-1-((S)-2-amino-3,3-dimethylbutanoyl)-4-hydroxy-N-((S)-1-(2',4',6'-trifluoro-[1,1'-biphenyl]-4-yl)ethyl)pyrrolidine-2-carboxamide N[C@H](C(=O)N1[C@@H](C[C@H](C1)O)C(=O)N[C@@H](C)C1=CC=C(C=C1)C1=C(C=C(C=C1F)F)F)C(C)(C)C